(S)-11-(Aminomethyl)-8-chloro-4-ethyl-4-hydroxy-9-methyl-1,12-dihydro-14H-pyrano[3',4':6,7]indolizino[1,2-b]quinoline-3,14(4H)-dione NCC1=C2C(=NC=3C=C(C(=CC13)C)Cl)C1=CC3=C(C(N1C2)=O)COC([C@]3(O)CC)=O